Boc-O-tert-butyl-L-serine dicyclohexylammonium salt C1(CCCCC1)[NH2+]C1CCCCC1.C(=O)(OC(C)(C)C)N[C@@H](COC(C)(C)C)C(=O)[O-]